FC=1C=C(C(=NC1)OC)[C@@H]1N(CCC1)C1=NC=2N(C=C1)N=CC2C=O (R)-5-(2-(5-fluoro-2-methoxypyridin-3-yl)pyrrolidin-1-yl)pyrazolo[1,5-a]Pyrimidine-3-formaldehyde